O1C(=CC=C1)COC1=CC=C(C=N1)CC1=NOC(=C1)C=1C=NC=CC1 3-(3-((6-(furan-2-ylmethoxy)pyridin-3-yl)methyl)isoxazol-5-yl)pyridin